1,5-diethoxytrimethyltrisiloxane C(C)O[Si](O[SiH](O[SiH2]OCC)C)(C)C